ClC=1C=C(CC=2OC(=C(N2)C2=CC=C(OCC3=C(C=C(C(=O)OC)C=C3)COCCO)C=C2)C)C=CC1 Methyl 4-((4-(2-(3-chlorobenzyl)-5-methyloxazol-4-yl)phenoxy)methyl)-3-((2-hydroxyethoxy)methyl)benzoate